ethyl (S)-2-(tert-butoxy)-2-(7-(4-chlorophenyl)-5-methyl-2-(3-(piperidin-4-yl)-1H-indazol-5-yl)benzo[d]thiazol-6-yl)acetate C(C)(C)(C)O[C@H](C(=O)OCC)C1=C(C2=C(N=C(S2)C=2C=C3C(=NNC3=CC2)C2CCNCC2)C=C1C)C1=CC=C(C=C1)Cl